3-(2-nitro-1-{3-[(2,2,3,3-tetramethyl-4,7,10,13,16,19-hexaoxa-3-silahenicosan-21-yl)oxy]phenyl}ethyl)-2-phenyl-1H-indole [N+](=O)([O-])CC(C1=CC(=CC=C1)OCCOCCOCCOCCOCCOCCO[Si](C(C)(C)C)(C)C)C1=C(NC2=CC=CC=C12)C1=CC=CC=C1